(1R,3R)-3-[({cis-3-[methyl(7H-pyrrolo[2,3-d]pyrimidin-4-yl)amino]cyclobutyl}methyl)sulfonyl]cyclopentanecarbonitrile CN([C@H]1C[C@H](C1)CS(=O)(=O)[C@H]1C[C@@H](CC1)C#N)C=1C2=C(N=CN1)NC=C2